C12C(C3CC(CC(C1)C3)C2)OC=2C=C(C(=O)O)C=CC2C(NS(N(C)C)(=O)=O)=O 3-(2-adamantyloxy)-4-(dimethylsulfamoylcarbamoyl)benzoic acid